3-(phenylsulfonyl)prop-2-en-1-one methyl-6-bromopyrazolo[1,5-a]pyridine-3-carboxylate COC(=O)C=1C=NN2C1C=CC(=C2)Br.C2(=CC=CC=C2)S(=O)(=O)C=CC=O